OC1(CCN(CC1)C(C1=NC=CC(=C1)OC1=CC=CC=C1)=O)C#CC1=CC2=C(OC[C@@H](C(N2C)=O)NC(C2=NC=CC(=C2)OC2=CC=CC=C2)=O)C=C1 (S)-N-(7-((4-hydroxy-1-(4-phenoxypicolinoyl)piperidin-4-yl)ethynyl)-5-methyl-4-oxo-2,3,4,5-tetrahydrobenzo[b][1,4]oxazepin-3-yl)-4-phenoxypicolinamide